N-(2-(2-(2H-tetrazol-5-yl)phenyl)-6-(benzyl(propyl)amino)pyridin-4-yl)-2-(1H-imidazol-4-yl)acetamide N=1NN=NC1C1=C(C=CC=C1)C1=NC(=CC(=C1)NC(CC=1N=CNC1)=O)N(CCC)CC1=CC=CC=C1